6-nitro-1-(4-aminophenyl)-1,3,3-trimethylindan [N+](=O)([O-])C1=CC=C2C(CC(C2=C1)(C)C1=CC=C(C=C1)N)(C)C